CCCCC/C=C\\C/C=C\\C/C=C\\C/C=C\\CCCC(=O)N[C@@H](CO)C(=O)O The molecule is an N-acyl-amino acid resulting from the formal condensation of the carboxy group of arachidonic acid with the amino group of L-serine. It is an endocannabinoid-like lipid isolated from bovine brains. It has a role as a cannabinoid receptor agonist, a vasodilator agent, a pro-angiogenic agent, a neuroprotective agent and a mammalian metabolite. It derives from an arachidonic acid and a L-serine. It is a conjugate acid of a N-arachidonoyl-L-serine(1-).